CC1=C(N=C(O1)C=1C=C(C=CC1)C)CN1CCC(CC1)C(=O)O 1-((5-methyl-2-(m-tolyl)oxazol-4-yl)methyl)piperidine-4-carboxylic acid